Lithium bis(2-fluoro-2-trifluoromethyl-malonate) borate B([O-])(O)O.FC(C(=O)O)(C(=O)O)C(F)(F)F.FC(C(=O)O)(C(=O)O)C(F)(F)F.[Li+]